NCC(CN1N=CN(C1=O)CC1=CC=C(C=C1)C=1C=NC(=CC1)N(C)C)=C(F)F 2-[2-(aminomethyl)-3,3-difluoro-allyl]-4-[[4-[6-(dimethylamino)-3-pyridyl]phenyl]methyl]-1,2,4-triazol-3-one